ClC1=CC2=C(N=C(N=C2NCCS(=O)(=O)NC2=CC=CC=C2)N2CC3N(CC2)CCC3)C=N1 2-((6-chloro-2-(hexahydropyrrolo[1,2-a]pyrazin-2(1H)-yl)pyrido[3,4-d]pyrimidin-4-yl)amino)-N-phenylethane-1-sulfonamide